ClC=1C=2C(N=C3N(C2C=CC1)C1=CC(=CC=C1C3(C)C)C3CCN(CC3)C3CCC(CC3)CN3CCC(CC3)C3=CC=C(C=C3)NC3C(NC(CC3)=O)=O)=O 3-((4-(1-((4-(4-(4-chloro-7,7-dimethyl-5-oxo-5,7-dihydroindolo[1,2-a]quinazolin-10-yl)piperidin-1-yl)cyclohexyl)methyl)piperidin-4-yl)phenyl)amino)piperidine-2,6-dione